C(C1=CC=CC=C1)(=O)OC[C@@]1(CCCC2=CC(=CC=C12)Cl)CO [(1R)-6-chloro-1-(hydroxymethyl)tetralin-1-yl]methyl benzoate